NC=1C=C(C=CC1N)C1CC(NC1)=O 4-(3,4-diaminophenyl)pyrrolidin-2-one